1-[6-(4-Methyl-1H-imidazol-2-yl)pyridine-2-yl]-4-[1-(propan-2-yl)piperidin-4-yl]-1,4-diazepane CC=1N=C(NC1)C1=CC=CC(=N1)N1CCN(CCC1)C1CCN(CC1)C(C)C